C1(CC1)S(=O)(=O)N1N=CC(=C1)C1=NC=CC(=N1)NC1=NC=C(C(=C1)N1CCC(CC1)NC)C#CC=1C=NN(C1)C 2-(1-(cyclopropylsulfonyl)-1H-pyrazol-4-yl)-N-(5-((1-methyl-1H-pyrazol-4-yl)ethynyl)-4-(4-(methylamino)piperidin-1-yl)pyridin-2-yl)pyrimidin-4-amine